N1CCOCC1 (R,S)-morpholine